S(C)(=O)(=O)O.FC1=C(C#N)C=CC=C1 2-fluoro-benzonitrile mesylate